N1(CCC1)C1C(CC1)OC=1N=C(C2=C(N1)CN(CC2)C2=CC=CC1=CC=C(C(=C21)Cl)F)N2C[C@@H](NCC2)CC#N 2-((2S)-4-(2-(2-(azetidin-1-yl)cyclobutoxy)-7-(8-chloro-7-fluoronaphthalen-1-yl)-5,6,7,8-tetrahydropyrido[3,4-d]pyrimidin-4-yl)piperazin-2-yl)acetonitrile